CC1=NC(=CC=C1N1CCN(CC1)CC=1C=C2NC(C=3N(C2=CC1)C=CC3)=O)C(NC)=O 7-((4-(2-methyl-6-(methylcarbamoyl)pyridin-3-yl)piperazin-1-yl)methyl)pyrrolo[1,2-a]quinoxalin-4(5H)-one